C(C)(=O)OCC=1NC(=C(C(C1C(=O)OCC)C1=C(C(=CC(=C1)F)F)C(F)(F)F)C(=O)OC)CF 3-ethyl 5-methyl 2-(acetoxymethyl)-4-(3,5-difluoro-2-(trifluoromethyl) phenyl)-6-(fluoromethyl)-1,4-dihydropyridine-3,5-dicarboxylate